3,5-Diisopropyl-1H-pyrazole C(C)(C)C1=NNC(=C1)C(C)C